N1C=NC2=C1C=CC(=C2)N2C(CC2C2=C(C=C(C=C2F)C=2C=NN(C2)C)F)=O 1-(1H-benzo[d]imidazol-5-yl)-4-(2,6-difluoro-4-(1-methyl-1H-pyrazol-4-yl)phenyl)azetidin-2-one